2-(2-(2-(2-azidoethoxy)ethoxy)ethyl)eicosa-5,8,11,14-tetraenamide N(=[N+]=[N-])CCOCCOCCC(C(=O)N)CCC=CCC=CCC=CCC=CCCCCC